3-Ethyl-9-fluoro-8-(hydroxymethyl)-5-methoxy-1-(4-methoxybenzyl)-1H-pyrimido[4,5,6-de]quinazolin-2(3H)-one C(C)N1C(N(C2=C(C(=CC=3C2=C1N=C(N3)OC)CO)F)CC3=CC=C(C=C3)OC)=O